5-amino-2-(2-bromothiazol-5-yl)-N-tert-butyl-benzenesulfonamide NC=1C=CC(=C(C1)S(=O)(=O)NC(C)(C)C)C1=CN=C(S1)Br